COC(=O)C1=CC(N(C=C1C1=C(C=CC(=C1)C(F)F)Cl)CC=1OC(=NN1)C)=O 5-(2-chloro-5-(difluoromethyl)phenyl)-1-((5-methyl-1,3,4-oxadiazol-2-yl)methyl)-2-oxo-1,2-dihydropyridine-4-carboxylic acid methyl ester